CC(C)(COP(=O)([O-])OP(=O)([O-])OC[C@@H]1[C@H]([C@H]([C@@H](O1)N2C=NC3=C(N=CN=C32)N)O)OP(=O)([O-])[O-])[C@H](C(=O)NCCC(=O)NCCSC(=O)CCCCCCCCCCCCCCCO)O The molecule is an omega-hydroxy fatty acyl-CoA(4-) arising from deprotonation of the phosphate and diphosphate OH groups of 16-hydroxyhexadecanoyl-CoA; major species at pH 7.3. It is an omega-hydroxy fatty acyl-CoA(4-), a long-chain fatty acyl-CoA(4-) and an 11,12-saturated fatty acyl-CoA(4-). It is a conjugate base of a 16-hydroxyhexadecanoyl-CoA.